N,N-dimethylacetylamine CN(C)C(C)=O